tert-butyl (3R)-3-[[2-[2-(1-cyano-1-methyl-ethyl)-4-pyridyl]thieno[3,2-c]pyridin-4-yl]-[2-fluoro-4-(triazolo[4,5-b]pyridin-3-yl)benzoyl] amino]piperidine-1-carboxylate C(#N)C(C)(C)C1=NC=CC(=C1)C1=CC=2C(=NC=CC2S1)N([C@H]1CN(CCC1)C(=O)OC(C)(C)C)C(C1=C(C=C(C=C1)N1N=NC=2C1=NC=CC2)F)=O